C=C[C@H](CC(=NOS(=O)(=O)O)S[C@H]1[C@@H]([C@H]([C@@H]([C@H](O1)CO)O)O)O)O The molecule is the stereoisomer of xi-progoitrin that has S at the carbon bearing the allylic hydroxy group. It has a role as a plant metabolite. It is a conjugate acid of an epi-progoitrin(1-).